4'-(phenanthroimidazol-2-yl)biphenyl-4-carbaldehyde N1C(=NC2=C1C=CC=1C=3C=CC=CC3C=CC12)C1=CC=C(C=C1)C1=CC=C(C=C1)C=O